C(C)(=O)OC[C@@H]1C[C@@H]([C@@H](N1C(=O)OCC1=CC=CC=C1)CO)N(S(=O)(=O)C)CC1=CC=C(C=C1)OC benzyl (2R,3S,5S)-5-(acetoxymethyl)-2-(hydroxymethyl)-3-(N-(4-methoxybenzyl)methylsulfonamido)pyrrolidine-1-carboxylate